tert-butyl 6-(N-(tert-butoxycarbonyl)sulfamoylamino)-2-azaspiro[3.3]heptane-2-carboxylate C(C)(C)(C)OC(=O)NS(=O)(=O)NC1CC2(CN(C2)C(=O)OC(C)(C)C)C1